(Z)-1-(4-bromo-2,5-difluorophenyl)-3-(dimethylamino)but-2-ene-1-one BrC1=CC(=C(C=C1F)C(\C=C(\C)/N(C)C)=O)F